C1(CCC1)CC(=O)NC1=CC(=C(C=C1)C)I 2-cyclobutyl-N-(3-iodo-4-methylphenyl)acetamide